OC=1C=C(C=C(C1)O)/C=C/C1=C(C=C(C=C1)O)O 4-[(E)-2-(3,5-dihydroxyphenyl)ethenyl]benzene-1,3-diol